C[C@@H]1CC[C@@]2(CC[C@@]3(C(=CC[C@H]4[C@]3(CC[C@@H]5[C@@]4(CC[C@H]([C@]5(C)C(=O)O)O)C)C)[C@@H]2[C@H]1C)C)C 3α-Hydroxyurs-12-en-24-oic acid